C(C1=CC=CC=C1)OC([C@H](CCC1=NC2=C(N1C1=CC=CC=C1)C=CC(=C2)[N+](=O)[O-])NC(=O)OC(C)(C)C)=O (2S)-2-(tert-Butoxycarbonylamino)-4-(5-nitro-1-phenyl-benzoimidazol-2-yl)butanoic acid benzyl ester